ClC1=NC(=C(C(=C1C#N)C)C)CO 2-chloro-6-(hydroxymethyl)-4,5-dimethylpyridine-3-carbonitrile